Cl.O1C[C@H](CC1)OC1=CC=C(C=C1)[C@H](C)N (S)-1-(4-(((S)-tetrahydrofuran-3-yl)oxy)phenyl)ethan-1-amine hydrochloride